N-(5-((1s,3s)-3-(4-(trifluoromethyl)phenyl)cyclobutoxy)-1H-indol-3-yl)spiro[2.3]hexane-5-carboxamide FC(C1=CC=C(C=C1)C1CC(C1)OC=1C=C2C(=CNC2=CC1)NC(=O)C1CC2(CC2)C1)(F)F